(Z)-3-(2,3-bis(tert-butoxycarbonyl)guanidino)propionic acid C(C)(C)(C)OC(=O)\N=C(\NCCC(=O)O)/NC(=O)OC(C)(C)C